pentaerythritol 3-(benzylthiocarbonylthio)propionate C(C1=CC=CC=C1)C(=S)SC(C(=O)O)C.C([C@H](O)[C@H](O)CO)O.C([C@H](O)[C@H](O)CO)O.C([C@H](O)[C@H](O)CO)O.C([C@H](O)[C@H](O)CO)O.C([C@H](O)[C@H](O)CO)O